Cl.Cl.C1=NC=CC2=CC(=CC=C12)NC(=O)[C@H]1[C@@H](C1)C1=CC=C(C=C1)S(NC[C@H]1CNCCC1)(=O)=O |o1:15,16,27| (rel)-(1R,2R)-N-(isoquinolin-6-yl)-2-(4-(N-(((R)-piperidin-3-yl)methyl)sulfamoyl)phenyl)cyclopropane-1-carboxamide dihydrochloride